4-((4-(difluoromethoxy)phenyl)sulfonyl)-9-(tetrahydrofuran-3-yl)-1-oxa-4,9-diazaspiro[5.5]undecane FC(OC1=CC=C(C=C1)S(=O)(=O)N1CCOC2(C1)CCN(CC2)C2COCC2)F